(R)-2-(4,4-difluoropiperidin-1-yl)-4-methyl-N-(3-(S-methylsulfonimidoyl)phenyl)-5-(trifluoromethyl)nicotinamide FC1(CCN(CC1)C1=C(C(=O)NC2=CC(=CC=C2)[S@@](=O)(=N)C)C(=C(C=N1)C(F)(F)F)C)F